OC(CCCCCCCCCCC(=O)[O-])CCCCCC.[Al+3].OC(CCCCCCCCCCC(=O)[O-])CCCCCC.OC(CCCCCCCCCCC(=O)[O-])CCCCCC aluminum 12-hydroxyoctadecanoate